C1(CC1)C1=NC=C(C(=N1)OC1=CC=CC=C1)C(=O)N1CC(C1)=O 1-(2-cyclopropyl-4-phenoxy-pyrimidine-5-carbonyl)azetidin-3-one